1,3-bis(glycidyl)imidazolium trifluoromethanesulfonimide [N-](S(=O)(=O)C(F)(F)F)S(=O)(=O)C(F)(F)F.C(C1CO1)N1C=[N+](C=C1)CC1CO1